ClC1=CC=C(C=C1)/C=C/C(=O)N1CC2(C1)CC(C2)OC2=CC=NC1=CC=C(C=C21)F (E)-3-(4-chlorophenyl)-1-(6-((6-fluoroquinolin-4-yl)oxy)-2-azaspiro[3.3]hept-2-yl)prop-2-en-1-one